C(#N)C(CCCCCC=C)CCCCCCC 8-cyano-pentadecene